CC1N(C(C2=CC=C(C=C2C12CC2)C(F)(F)F)=O)CC(=O)NC2=NC=CC=N2 2-[3-methyl-1-oxo-6-(trifluoromethyl)spiro[3H-isoquinoline-4,1'-cyclopropane]-2-yl]-N-pyrimidin-2-ylacetamide